C(C)(C)(C)OC(NC1=C2CN(C(C2=CC=C1)=O)C1C(N(C(CC1)=O)C(C)C)=O)=O (2-(1-isopropyl-2,6-dioxopiperidin-3-yl)-1-oxoisoindolin-4-yl)carbamic acid tert-butyl ester